Ethyl 2-chloro-1-(2-hydroxyethyl)-4-methyl-5-(2-(trifluoromethyl) phenyl)-1H-pyrrole-3-carboxylate ClC=1N(C(=C(C1C(=O)OCC)C)C1=C(C=CC=C1)C(F)(F)F)CCO